FC=1C=C(C(=O)NCC=2C(=NC=NC2)OC)C=C(C1OC)F 3,5-difluoro-4-methoxy-N-[(4-methoxypyrimidin-5-yl)methyl]benzamide